OC1=C(C=CC(=C1)OCC(COCCCC)O)C1=NC(=NC(=N1)C1=C(C=C(C=C1)C)C)C1=C(C=C(C=C1)C)C 2-[2-hydroxy-4-(2-hydroxy-3-butyloxypropoxy)phenyl]-4,6-bis(2,4-xylyl)-1,3,5-triazine